7-bromo-6-chloro-1-(2-isopropylphenyl)quinoxaline BrC1=C(C=C2N=CCN(C2=C1)C1=C(C=CC=C1)C(C)C)Cl